N[C@H]1CC[C@H](C2=CC=C(C=C12)C)NC(=O)C=1C(NC(=CC1)C(F)(F)F)=O N-((1R,4S)-4-amino-6-methyl-1,2,3,4-tetrahydronaphthalen-1-yl)-2-oxo-6-(trifluoromethyl)-1,2-dihydropyridine-3-carboxamide